(S)-1-(5-(6-chloro-7-fluoro-3-(1H-imidazol-1-yl)-5-methoxy-1-methyl-1H-indol-2-yl)-4H-1,2,4-triazol-3-yl)-2-methoxy-N,N-dimethyl-ethan-1-amine ClC1=C(C=C2C(=C(N(C2=C1F)C)C=1NC(=NN1)[C@@H](COC)N(C)C)N1C=NC=C1)OC